C(C)(C)(C)OC(=O)N1CC2=CC(=C(C=C2CC1)C)N1C(C2=C(CC1)C(=NN2C2=CC(=CC=C2)Cl)C(NCC2CC2)=O)=O 7-[1-(3-Chlorophenyl)-3-(cyclopropylmethylcarbamoyl)-7-oxo-4,5-dihydropyrazolo[3,4-c]pyridin-6-yl]-6-methyl-3,4-dihydro-1H-isoquinoline-2-carboxylic acid tert-butyl ester